ClC1=CC2=C(C=3C=4C=CC=CC4C=CC13)C=CC=C2 6-Chlorobenzo[c]phenanthrene